OC1[C@H](O)[C@H](O)[C@@H](O)[C@@H](O1)C rhamnopyranose